1-(2,4-dibromothiazol-5-yl)propan-2-yn-1-ol BrC=1SC(=C(N1)Br)C(C#C)O